NC=1SC2=C(N1)C=CC(=C2)C2=CC1=C(OCCN1C(=O)OCC1=CC=CC=C1)N=C2 benzyl 7-(2-aminobenzo[d]thiazol-6-yl)-2,3-dihydro-1H-pyrido[2,3-b][1,4]oxazine-1-carboxylate